(4-fluorophenyl)((5R,8R)-3-(3-methyl-1,2,4-thiadiazol-5-yl)-5,6-dihydro-5,8-dimethyl-[1,2,4]triazolo[4,3-a]pyrazin-7(8H)-yl)methanone FC1=CC=C(C=C1)C(=O)N1[C@@H](C=2N([C@@H](C1)C)C(=NN2)C2=NC(=NS2)C)C